C(C)(C)(C)OC(=O)N1OCC[C@@H]1C=1C=NC=C(C1)C#N (R)-3-(5-cyanopyridin-3-yl)isoxazolidine-2-carboxylic acid tert-butyl ester